ClC=1C(=CC(=C(C1)N1CCC(CC1)C1=CC(=C(C=C1F)N1C(C2=CC=CC=C2C1=O)=O)OC)F)[N+](=O)[O-] 2-(4-(1-(5-chloro-2-fluoro-4-nitrophenyl)piperidin-4-yl)-5-fluoro-2-methoxyphenyl)isoindoline-1,3-dione